C(C)(C)(C)OC(=O)N1[C@H](CC[C@@H](C1)NC(C1=CC(=CC(=C1)C)C)=O)C=1OC(=NN1)OCCOC(F)(F)F (2r,5s)-5-(3,5-dimethylbenzamido)-2-{5-[2-(trifluoromethoxy)ethoxy]-1,3,4-oxadiazol-2-yl}piperidine-1-carboxylic acid tert-butyl ester